methyl 2-[[4-[6-[[6-(cyanomethylcarbamoyl)-3-pyridyl]methoxy]-2-pyridyl]-2,5-difluoro-phenyl]methyl]-3-[[(2S)-oxetan-2-yl]methyl]benzimidazole-5-carboxylate C(#N)CNC(=O)C1=CC=C(C=N1)COC1=CC=CC(=N1)C1=CC(=C(C=C1F)CC=1N(C2=C(N1)C=CC(=C2)C(=O)OC)C[C@H]2OCC2)F